(±)-3-((3-(1-(Piperidin-4-ylmethyl)piperidin-4-yl)phenyl)amino)piperidine-2,6-dione N1CCC(CC1)CN1CCC(CC1)C=1C=C(C=CC1)N[C@H]1C(NC(CC1)=O)=O |r|